C(C)(C)(C)C1=C(C(=CC(=C1)C(C)(C)C)C)C1=C(C(=NC(=C1F)F)F)F 4-(2,4-di-tert-butyl-6-methylphenyl)-2,3,5,6-tetrafluoropyridine